COC(=O)N1C(CCC1)CO[Si](CC)(CC)CC (((triethylsilyl)oxy)methyl)pyrrolidine-1-carboxylic acid methyl ester